(1S,3S)-3-((6-(5-((((hexyloxy)carbonyl)amino)methyl)-1-methyl-1H-1,2,3-triazol-4-yl)-2-methyl-pyridin-3-yl)oxy)cyclohexane-1-carboxylic acid C(CCCCC)OC(=O)NCC1=C(N=NN1C)C1=CC=C(C(=N1)C)O[C@@H]1C[C@H](CCC1)C(=O)O